methyl 2-amino-6-bromo-5-fluorobenzo[d]thiazole-4-carboxylate NC=1SC=2C(N1)=C(C(=C(C2)Br)F)C(=O)OC